alpha-rhamnose O[C@H]1[C@H](O)[C@H](O)[C@@H](O)[C@@H](O1)C